C(C)C=1N=C(OC1)[C@@H](C(=O)NCCC1=CC=C(C=C1)NS(O)(=O)=O)C1=CC=CC=C1 {4-[2-(S)-(4-Ethyloxazol-2-yl)-2-phenylacetylaminoethyl]-phenyl}sulfamic acid